[Cl-].C(CCCCCCC)[N+](C)(C)C Octyl-trimethylAmmonium chloride